2-acryloxy-n-hexylthio-5-methylthio-1,3,4-thiadiazole C(C=C)(=O)OC(CSC=1SC(=NN1)SC)CCCC